2-(5-ethyl-2-oxo-2,3-dihydro-1H-indol-1-yl)acetamide C(C)C=1C=C2CC(N(C2=CC1)CC(=O)N)=O